C(C)(C)(C)OC(=O)N(C1CC(C1)C(=O)OC)C methyl 3-((tert-butoxycarbonyl) (methyl) amino)cyclobutane-1-carboxylate